CN(C=1N=C2C(=CC=NC2=CC1)C1=CC=2C(NCCC2N1)=O)C 2-[6-(dimethylamino)-1,5-naphthyridin-4-yl]-1H,5H,6H,7H-pyrrolo[3,2-c]Pyridin-4-one